3-((4-(docosyloxy)-3-fluorophenyl)sulfonyl)-4-(4-(4-(1-ethylpiperidin-4-yl)piperazin-1-yl)piperidin-1-yl)-6-(trifluoromethoxy)quinoline C(CCCCCCCCCCCCCCCCCCCCC)OC1=C(C=C(C=C1)S(=O)(=O)C=1C=NC2=CC=C(C=C2C1N1CCC(CC1)N1CCN(CC1)C1CCN(CC1)CC)OC(F)(F)F)F